C(C)N1C(NC=2N=CN(C2C1=O)C)=O 1-Ethyl-7-methyl-2,3,6,7-tetrahydro-1H-purine-2,6-dione